C(CCCCCCCCCCC)C1=C(C=CC=C1)S(=O)(=O)O Dodecyl-benzensulfonic acid